FC1=C(CN2C(C3=C(C(=C2)C(=O)N[C@@H]2[C@H](CCCCC2)O)SC=C3)=O)C(=CC(=C1)C=1C3=CN(N=C3C=CC1)C)F 5-(2,6-difluoro-4-(2-methyl-2H-indazol-4-yl)benzyl)-N-((1S,2S)-2-hydroxycycloheptyl)-4-oxo-4,5-dihydrothieno[3,2-c]pyridine-7-carboxamide